C(C)(C)(C)OC(NC1CCC(CC1)C=CC#N)=O ((1r,4r)-4-(2-cyanovinyl)cyclohexyl)carbamic acid tert-butyl ester